O=C1NN=C(C2=CC=CC=C12)CC=1C=CC(=C(C(=O)N2CCNCC2)C1)F 4-[5-[(3,4-dihydro-4-oxo-1-phthalazinyl)methyl]-2-fluorobenzoyl]piperazine